IC1=C(C(N(C=C1)C)=O)C 4-iodo-1,3-dimethyl-pyridin-2-one